N[C@@H]1[C@@H](OCC12CCN(CC2)C2=CN=C1C(N(C(NC1=N2)=O)C2=C(C(=CC=C2)C=2C=NC=CC2)Cl)=O)C 7-((3S,4S)-4-amino-3-methyl-2-oxa-8-azaspiro[4.5]decane-8-yl)-3-(2-chloro-3-(pyridine-3-yl)phenyl)pteridine-2,4(1H,3H)-dione